3,5-dibromo-1-(3-(cyclopropylmethoxy)phenyl)-1H-pyrazole BrC1=NN(C(=C1)Br)C1=CC(=CC=C1)OCC1CC1